4-(4-chlorophenyl)-6-(3-ethylpiperazin-1-yl)-2-(pyridin-3-yl)pyrimidine ClC1=CC=C(C=C1)C1=NC(=NC(=C1)N1CC(NCC1)CC)C=1C=NC=CC1